C1(CC1)C1=CC(=NC=C1)N1N=CC(=C1)S(=O)(=O)NC1=C2C(=NNC2=CC=C1)C 1-(4-CYCLOPROPYLPYRIDIN-2-YL)-N-(3-METHYL-1H-INDAZOL-4-YL)-1H-PYRAZOLE-4-SULFONAMIDE